4-(4-fluorophenyl)azepan-4-ol FC1=CC=C(C=C1)C1(CCNCCC1)O